C(CCCCCCCCCCCCCCC)OC(CC1=CC(=C(C=C1)O)O)=O.ClC1=CC=C(C=C1)[C@@H]1CN(CC1)C(=O)C1=CC=C(C=C1)OC[C@H](CN1N=NN=C1)O ((R)-3-(4-chlorophenyl)pyrrolidin-1-yl)(4-((S)-2-hydroxy-3-(1H-tetrazol-1-yl)propoxy)phenyl)methanone hexadecyl-3,4-dihydroxyphenylacetate